N-[2-(3-phenylureido)phenyl]-benzenesulfonamide C1(=CC=CC=C1)NC(NC1=C(C=CC=C1)NS(=O)(=O)C1=CC=CC=C1)=O